C(CCCCCCCCCCC)C1=CC=CC=C1 2-Dodecylbenzene